C(CCCCCCC)[SiH](O[Si](C)(C)C)C 3-octyl-tetramethyl-disiloxane